(D)-lysergic acid diethylamide C(C)N(C(=O)[C@H]1CN(C)[C@@H]2CC3=CNC4=CC=CC(C2=C1)=C34)CC